5-iodocytidine-5'-triphosphate P(O)(=O)(OP(=O)(O)OP(=O)(O)O)OC[C@@H]1[C@H]([C@H]([C@@H](O1)N1C(=O)N=C(N)C(=C1)I)O)O